2-cyclobutyl-N-(quinolin-8-yl)but-3-enamide C1(CCC1)C(C(=O)NC=1C=CC=C2C=CC=NC12)C=C